7-((1H-Imidazol-1-yl)methyl)-2-(8-chloro-6-ethyl-1,7-naphthyridin-4-yl)-5-(1-methyl-3-(trifluoromethyl)-1H-pyrazol-4-yl)-3,4-dihydroisoquinolin-1(2H)-one N1(C=NC=C1)CC1=CC(=C2CCN(C(C2=C1)=O)C1=CC=NC2=C(N=C(C=C12)CC)Cl)C=1C(=NN(C1)C)C(F)(F)F